tert-butyl 2-(4-isobutyl-2-(2-isopropylphenyl) piperazin-1-yl)-7-azaspiro[3.5]nonane-7-carboxylate C(C(C)C)N1CC(N(CC1)C1CC2(C1)CCN(CC2)C(=O)OC(C)(C)C)C2=C(C=CC=C2)C(C)C